C(C)(C)(C)OC(=O)N1CC=CCC1 5,6-dihydro-2H-pyridine-1-carboxylic acid tert-butyl ester